6-(2-(1-(tert-butoxycarbonyl)piperidin-4-yl)-1-oxo-1,2-dihydroisoquinolin-6-yl)-2-methylimidazo[1,2-b]pyridazine-8-carboxylic acid C(C)(C)(C)OC(=O)N1CCC(CC1)N1C(C2=CC=C(C=C2C=C1)C=1C=C(C=2N(N1)C=C(N2)C)C(=O)O)=O